FC1(CN(CC1)C=1C=CC(=NC1)N)F 5-(3,3-difluoropyrrolidin-1-yl)pyridin-2-amine